4-Cyclopropyl-N-((4,4-difluorocyclohexyl)(5-(4-(2-oxo-4-(trifluoromethyl)-imidazolidin-1-yl)tetrahydro-2H-pyran-4-yl)benzo[d]oxazol-2-yl)methyl)-1,2,5-oxadiazole-3-carboxamide C1(CC1)C=1C(=NON1)C(=O)NC(C=1OC2=C(N1)C=C(C=C2)C2(CCOCC2)N2C(NC(C2)C(F)(F)F)=O)C2CCC(CC2)(F)F